(R)-2-Methyl-N4-(1-methyl-3-(pyridin-2-yl)-1H-pyrazol-5-yl)-N1-((S)-11-oxo-2,3,10,11-tetrahydro-1H,5H-benzo[d]pyrazolo[1,2-a][1,2]diazepin-10-yl)succinamid C[C@@H](C(=O)N[C@H]1C2=C(CN3N(C1=O)CCC3)C=CC=C2)CC(=O)NC2=CC(=NN2C)C2=NC=CC=C2